C[C@@]12CCC[C@H]1[C@@H]1CC[C@@H]3CCCC[C@@H]3[C@H]1CC2 5beta-Estrane